C(C)ON(C(=O)S(=O)(=O)C1=CC=CC=C1)C#N N-ethoxy-1-(benzenesulfonyl)formamido cyanide